CN(C(C(=O)N1CCC(CC1)C1=CC=C(C=C1)C1N(CC2=CC(=CC=C12)F)C(=O)N)=O)C (4-(1-(2-(dimethylamino)-2-oxoacetyl)piperidin-4-yl)phenyl)-5-fluoroisoindoline-2-carboxamide